1-[4-(cyanomethyl)-1-[(3-iodophenyl)methyl]-4-piperidyl]-3-(cyclopropanecarbonylamino)pyrazole-4-carboxamide C(#N)CC1(CCN(CC1)CC1=CC(=CC=C1)I)N1N=C(C(=C1)C(=O)N)NC(=O)C1CC1